2-((5-methylisoxazol-3-yl)methyl)-6-(phenylsulfonyl)phthalazin-1(2H)-one CC1=CC(=NO1)CN1C(C2=CC=C(C=C2C=N1)S(=O)(=O)C1=CC=CC=C1)=O